4-[5-(3,5-dichloro-4-fluoro-phenyl)-5-(trifluoromethyl)-4H-isoxazol-3-yl]-2-methyl-benzoic acid ClC=1C=C(C=C(C1F)Cl)C1(CC(=NO1)C1=CC(=C(C(=O)O)C=C1)C)C(F)(F)F